tert-Butyl (5-(4,4,5,5-tetramethyl-1,3,2-dioxaborolan-2-yl)-7-(trifluoromethyl)benzofuran-2-yl)methylcarbamate CC1(OB(OC1(C)C)C=1C=C(C2=C(C=C(O2)CNC(OC(C)(C)C)=O)C1)C(F)(F)F)C